N-(2,2-dimethoxyethyl)cyclopropanamine COC(CNC1CC1)OC